C(C=C)(=O)N1C[C@H](CCC1)C(=O)N1C[C@H](CC1)N1N=CC(=C1)C=1C=C(C=2N(C1)N=CC2C#N)OC 6-(1-((S)-1-((S)-1-acryloylpiperidine-3-carbonyl)pyrrolidin-3-yl)-1H-pyrazol-4-yl)-4-methoxypyrazolo[1,5-a]pyridine-3-carbonitrile